COP(OC)(=O)COC1=CC=C(C=C1)[C@H]1NC(N(C1=O)[C@@H]([C@@H](C)C1=CC=CC=C1)C(NC1=C(C=C(C=C1)I)F)=O)=O (4-{(R)-1-[(1s,2s)-1-(2-fluoro-4-iodo-phenylcarbamoyl)-2-phenyl-propyl]-2,5-dioxo-imidazolin-4-yl}-phenoxymethyl)-phosphonic acid dimethyl ester